4-[2-cyclopropyl-6-({6-[(1R,2S)-5'-methoxy-2'-oxo-1'H-spiro[cyclopropane-1,3'-indol]-2-yl]-1H-indazol-3-yl}amino)pyrimidin-4-yl]-1lambda6-thiomorpholine-1,1-dione C1(CC1)C1=NC(=CC(=N1)N1CCS(CC1)(=O)=O)NC1=NNC2=CC(=CC=C12)[C@@H]1C[C@@]12C(NC1=CC=C(C=C21)OC)=O